[Br-].C(CCCCC)[P+](CCCCCCCCCCCCCC)(CCCCCC)CCCCCC tri(hexyl)-tetradecylphosphonium bromide